(1S,3S)-3-aminocyclohexane-1-carboxylic acid N[C@@H]1C[C@H](CCC1)C(=O)O